COC1=CC=C(C=C1)C(OCCCCCC=CCCCCC=CCC)(C1=CC=CC=C1)C1=CC=C(C=C1)OC 1-[bis(4-methoxyphenyl)(phenyl)methoxy]pentadeca-6,12-diene